(S)-1-[(R)-2-bis-(2-furyl)phosphino-ferrocenyl]ethyl-bis-(2-methylphenyl)phosphine O1C(=CC=C1)P(C=1[C-](C=CC1)[C@H](C)P(C1=C(C=CC=C1)C)C1=C(C=CC=C1)C)C=1OC=CC1.[CH-]1C=CC=C1.[Fe+2]